4-[2-fluoro-4-(4,4,5,5-tetramethyl-1,3,2-dioxaborolan-2-yl)phenyl]morpholine FC1=C(C=CC(=C1)B1OC(C(O1)(C)C)(C)C)N1CCOCC1